nickel-manganese chloride [Cl-].[Mn+2].[Ni+2].[Cl-].[Cl-].[Cl-]